C(C)(C)(C)C1N2C(C3=CC(=C(C=C3C1)OCCCOC)Cl)=C(C(C(=C2)C(=O)O)=O)C#N 6-tert-butyl-10-chloro-1-cyano-9-(3-methoxypropoxy)-2-oxo-6,7-dihydro-2H-pyrido[2,1-a]isoquinoline-3-carboxylic acid